S(CCC(C(=O)[O-])CC1=CC(=C(C(=C1)C(C)(C)C)O)C(C)(C)C)CCC(C(=O)[O-])CC1=CC(=C(C(=C1)C(C)(C)C)O)C(C)(C)C thiodiethanediylbis[3-(3,5-di-tert-butyl-4-hydroxyphenyl) propionate]